Tetracosa-14,17,20-trienoic acid C(CCCCCCCCCCCCC=CCC=CCC=CCCC)(=O)O